7-hydroxy-octane-1-al OC(CCCCCC=O)C